BrC1=CN=C2NC=C(C(=C21)Cl)CC 3-bromo-4-chloro-5-ethyl-7H-pyrrolo[2,3-b]pyridine